C(CC)N(CCC)C\C=C(/C)\CC\C=C(/C)\CCC=C(C)C N,N-Dipropyl-E,E-farnesyl-amine